6-chloro-8-fluoro-2-(((2R,7aS)-2-fluorotetrahydro-1H-pyrrolizin-7a(5H)-yl)methoxy)quinazolin-7-yl-4-methyl-5-(trifluoromethyl)pyridin-2-amine ClC=1C=C2C=NC(=NC2=C(C1C=1C(=NC=C(C1C)C(F)(F)F)N)F)OC[C@]12CCCN2C[C@@H](C1)F